BrC1=C(C=C2C(N(C(C2=C1)=O)C=1C(=C(C=CC1)C1=CC=CC=C1)C)=O)CN1[C@@H](CCCC1)C(=O)O (S)-1-((6-bromo-2-(2-methyl-[1,1'-biphenyl]-3-yl)-1,3-dioxoisoindoline-5-yl)methyl)piperidine-2-carboxylic acid